ClC=1C=C(C=CC1)C=1C=C(SC1)NC(OC(C)(C)C)=O Tert-Butyl N-[4-(3-chlorophenyl)-2-thienyl]carbamate